di(pyridin-2-yl)amine N1=C(C=CC=C1)NC1=NC=CC=C1